t-butene C(=C)(C)C